FC1=C(C=CC(=C1)F)C1=NC=C(C=C1)C(F)(F)F 2-(2,4-difluorophenyl)-5-trifluoromethylpyridine